N1C(=NC=C1)C1=CC=C(C=C1)C1=C(N(C=2N=CN=C(C21)N)C)C2CN(CC2)C(C=C)=O 1-(3-(5-(4-(1H-imidazol-2-yl)phenyl)-4-amino-7-methyl-7H-pyrrolo[2,3-d]pyrimidin-6-yl)pyrrolidin-1-yl)prop-2-en-1-one